6-(1-methylpiperidine-4-carboxamido)-1H-pyrrolo[2,3-b]pyridin CN1CCC(CC1)C(=O)NC1=CC=C2C(=N1)NC=C2